(E)-3-(3,5-bis(trifluoromethyl)phenyl)-1-(4-methoxyphenyl)prop-2-en-1-one FC(C=1C=C(C=C(C1)C(F)(F)F)/C=C/C(=O)C1=CC=C(C=C1)OC)(F)F